trans-benzofuranone O1C(CC2=C1C=CC=C2)=O